6-(1-(6-methylpyridin-3-yl)cyclopropyl)quinoline-4-carboxylic acid CC1=CC=C(C=N1)C1(CC1)C=1C=C2C(=CC=NC2=CC1)C(=O)O